FC1=CC=C(C=C1)/C=C/C(=O)C1=CC=C(C=C1)N1CCC(CC1)O (E)-3-(4-Fluorophenyl)-1-[4-(4-hydroxypiperidin-1-yl)phenyl]prop-2-en-1-one